tert-butyl 3-hydroxy-3-(4-(4-(4-(trifluoromethyl)phenoxy)piperidine-1-carbonyl)phenyl)azetidine-1-carboxylate OC1(CN(C1)C(=O)OC(C)(C)C)C1=CC=C(C=C1)C(=O)N1CCC(CC1)OC1=CC=C(C=C1)C(F)(F)F